NC=1C=C(C(=NC1)C)C=1C=CC=2C3=C(N=CC2C1)NC(C3)=O 7-(5-amino-2-methylpyridin-3-yl)-1H-pyrrolo[2,3-c]isoquinolin-2(3H)-one